N-[(1S)-2-[[5-chloro-4-[(2,6-difluorophenyl)-hydroxy-methyl]-6-(trifluoromethyl)-3-pyridinyl]amino]-1-methyl-2-oxo-ethyl]carbamic acid tert-butyl ester C(C)(C)(C)OC(N[C@H](C(=O)NC=1C=NC(=C(C1C(O)C1=C(C=CC=C1F)F)Cl)C(F)(F)F)C)=O